[Cl-].CC1=CC=C(C=C1)C=1C=CC2=C(C=C(CCC2)C(=O)NC2=CC=C(C=C2)C[N+](C2CCOCC2)(C)C)C1 N-[[4-[[[6,7-dihydro-2-(4-methylphenyl)-5H-benzo-cyclohepten-8-yl]carbonyl]amino]phenyl]-methyl]tetrahydro-N,N-dimethyl-2H-pyran-4-aminium chloride